(S)-2-amino-1-(6-fluoro-4-(4-fluorophenyl)-3,4-dihydroquinoxaline-1(2H)-yl)-3-(1H-imidazol-4-yl)propan-1-one N[C@H](C(=O)N1CCN(C2=CC(=CC=C12)F)C1=CC=C(C=C1)F)CC=1N=CNC1